6-cyano-2-(2-(4-ethyl-3-iodophenyl)propane-2-yl)-1H-indole-3-carboxylic acid tert-butyl ester C(C)(C)(C)OC(=O)C1=C(NC2=CC(=CC=C12)C#N)C(C)(C)C1=CC(=C(C=C1)CC)I